dimethyl-2,5-dioxahexanecarboxylate CC(OCCOC)(C(=O)[O-])C